ClC1=CC=C2C(=CNC2=C1N1N=CC(=C1)C)S(=O)(=O)NC1=NC(=C(C(=N1)OC)OCC(F)F)OC 6-chloro-N-[5-(2,2-difluoroethoxy)-4,6-dimethoxy-pyrimidin-2-yl]-7-(4-methylpyrazol-1-yl)-1H-indole-3-sulfonamide